C1=NC(=C2C(=N1)N(C=N2)[C@H]3[C@@H]([C@@H]([C@H](O3)COP(=O)([O-])OP(=O)([O-])O[C@@H]4[C@@H]([C@H]([C@@H]([C@H](O4)CO)O)O)O)O)O)N The molecule is a nucleotide-sugar oxoanion resutling from the deprotonation of both free OH groups of the diphosphate group of ADP alpha-D-glucoside. It has a role as a human metabolite. It is a NDP-alpha-D-glucose(2-) and a ribonucleoside 5'-diphosphate-alpha-D-glucose(2-). It is a conjugate base of an ADP alpha-D-glucoside.